ClC1=CC(=C(C=C1)B(O)O)C(=O)OC (4-chloro-2-(carbomethoxy)phenyl)boronic acid